(E)-4-allyl-2-(4-hydroxybenzylimino)-6-(2-methylbenzofuran-5-yl)phenol C(C=C)C1=C\C(\C(C(=C1)C=1C=CC2=C(C=C(O2)C)C1)O)=N/CC1=CC=C(C=C1)O